tert-butyl (1R,4S,Z)-3-(((S)-tert-butylsulfinyl)imino)-4-methylcyclopentane-1-carboxylate C(C)(C)(C)[S@](=O)\N=C/1\C[C@@H](C[C@@H]1C)C(=O)OC(C)(C)C